C(C)(C)(C)OC(C(C)Br)=O (1-(tert-butoxy)-1-oxopropan-2-yl) bromide